2-[4-[(3R)-3-(2-methoxyethoxy)tetrahydrofuran-3-yl]phenyl]-4,4,5,5-tetramethyl-1,3,2-dioxaborolane COCCO[C@@]1(COCC1)C1=CC=C(C=C1)B1OC(C(O1)(C)C)(C)C